OCCN(CCO)CCCCCCO[Si](OC(OCCC(CCCC(CCCC(CCCC(C)C)C)C)C)CCCCCCCCCCCCCCC)(C)C 3-(2-hydroxyethyl)-11,11,17,21,25,29-hexamethyl-13-pentadecyl-10,12,14-trioxa-3-aza-11-silatriacontan-1-ol